(S)-1-(3-(6-chloro-7-fluoro-5-methoxy-1-methyl-3-(1H-pyrazol-4-yl)-1H-indol-2-yl)-1H-1,2,4-triazol-5-yl)-2-methoxy-N,N-dimethylethan-1-amine ClC1=C(C=C2C(=C(N(C2=C1F)C)C1=NNC(=N1)[C@@H](COC)N(C)C)C=1C=NNC1)OC